2-allyl-1-(6-(2-hydroxypropan-2-yl)pyridin-2-yl)-6-(4-(4-methylpiperazin-1-yl)phenylamino)-1,2-dihydropyrazolo[3,4-d]pyrimidin-3-one C(C=C)N1N(C2=NC(=NC=C2C1=O)NC1=CC=C(C=C1)N1CCN(CC1)C)C1=NC(=CC=C1)C(C)(C)O